octadecyl-(dimethyl)silane C(CCCCCCCCCCCCCCCCC)[SiH](C)C